BrC1=NC(=CC=C1)C1(CC1)O[Si](C)(C)C(C)(C)C 2-bromo-6-(1-((tert-butyldimethylsilyl)oxy)cyclopropyl)pyridine